C(C1=CC=CC=C1)[C@H]1N(CCN(C1)S(=O)(=O)C)C=1C=C2C(=NNC2=CC1)Cl (R)-5-(2-Benzyl-4-(methylsulfonyl)piperazin-1-yl)-3-chloro-1H-indazole